COC(=O)C1C2CCC(C1NC1=C3N=CN(C3=NC(=N1)C1=CN(C3=NC=C(C=C31)F)S(=O)(=O)C3=CC=C(C)C=C3)C)CC2.IN(C2=CC=CC=C2)I diiodoaniline (+/-)-trans-methyl-3-((2-(5-fluoro-1-tosyl-1H-pyrrolo[2,3-b]pyridin-3-yl)-9-methyl-9H-purin-6-yl)amino)bicyclo[2.2.2]octane-2-carboxylate